C(#N)C(CC[C@H]1N(CCC1)C(=O)OC(C)(C)C)O tert-butyl (2S)-2-(3-cyano-3-hydroxypropyl)pyrrolidine-1-carboxylate